5-amino-N-(2-{9-amino-1,4-dioxa-7-azaspiro[4.4]nonan-7-yl}-4-fluoro-5,6,7,8-tetrahydroquinolin-6-yl)-2-methylthieno[2,3-d]pyrimidine-6-carboxamide NC1=C(SC=2N=C(N=CC21)C)C(=O)NC2CC=1C(=CC(=NC1CC2)N2CC1(OCCO1)C(C2)N)F